2-[6-(5-chloro-2-thienyl)-3-methyl-2-oxo-imidazo[4,5-b]pyridin-1-yl]-N,N-dimethyl-acetamide ClC1=CC=C(S1)C=1C=C2C(=NC1)N(C(N2CC(=O)N(C)C)=O)C